F[C@H]1\C(\C[C@@]2(CC[C@H]1N2)C)=C/C=2N=CC(=NC2)C=2C=C1C=CN=CC1=CC2O 6-(5-((Z)-((1S,4S,5R)-4-fluoro-1-methyl-8-azabicyclo[3.2.1]oct-3-ylidene)methyl)pyrazin-2-yl)isoquinolin-7-ol